COC(=O)C1=NC(=C(C=C1[N+](=O)[O-])C(F)(F)F)NC1(CCC1)CC=C 6-[(1-allyl-cyclobutyl)amino]-3-nitro-5-(trifluoromethyl)pyridine-2-carboxylic acid methyl ester